BrC1=C2C(=NC(=C1)N1[C@@H](COCC1)C)C(=NS2)C2=CC(=NN2)C (3R)-4-[7-bromo-3-(3-methyl-1H-pyrazol-5-yl)-[1,2]thiazolo[4,5-b]pyridin-5-yl]-3-methylmorpholine